CN(C)C(N(C)C)(N(C)C)[SiH3] tri(dimethylamino)methylsilane